(2,6-Dichloropyridin-4-yl)methyl (1S,2S)-2-aminocyclopentane-1-carboxylate hydrochloride Cl.N[C@@H]1[C@H](CCC1)C(=O)OCC1=CC(=NC(=C1)Cl)Cl